FC(OC1=NNC2=C1C(=NC=C2)C2=CC(=C(C=C2)S(=O)(=O)CCC)C)F 3-(difluoromethoxy)-4-(3-methyl-4-propylsulfonyl-phenyl)-1H-pyrazolo[4,3-c]pyridine